C(C)(=O)N[C@@H](C=O)[C@@H](O)[C@H](O[C@H]1[C@H](O)[C@@H](O)[C@@H](O)[C@H](O1)CO)[C@H](O)CO 2-acetamido-2-deoxy-4-O-(β-D-galactopyranosyl)-D-glucose